N1=NC(=CC=C1)NC(=O)C=1C=C(C2=C(CCO2)C1)C(=O)N N5-(pyridazin-3-yl)-2,3-dihydrobenzofuran-5,7-dicarboxamide